ClC1=CC=C(C=C1)CN1C(=C(C2=CC(=CC=C12)F)C)CC(C(=O)O)(C)C 3-[1-(4-chlorophenylmethyl)-5-fluoro-3-methylindol-2-yl]-2,2-Dimethylpropanoic acid